ClC1=CC=C2C(N3C(=NC2=C1)C(C1=CC(=CC=C13)NC(CCNP(OC)(=O)C)=O)=O)=O Methyl N-(3-((3-chloro-6,12-dioxo-6,12-dihydroindolo[2,1-b]quinazolin-8-yl)amino)-3-oxopropyl)-P-methylphosphonamidate